CC=1C=C(C[NH-])C=CC1 3-methylbenzyl-Amide